C1(=CC=CC=C1)OC(=O)N1C[C@@H](CC=C1)C1=CC=C(C=C1)OCC1=CC=CC=C1 Phenyl-(S)-3-(4-(benzyloxy)phenyl)-3,4-dihydropyridine-1(2H)-carboxylate